4-fluoro-2,3-dihydro-1H-1,3-benzodiazol-2-one FC1=CC=CC=2NC(NC21)=O